Potassium Pyrimidinetetracarboxylate N1=C(N=C(C(=C1C(=O)[O-])C(=O)[O-])C(=O)[O-])C(=O)[O-].[K+].[K+].[K+].[K+]